(6-Chloro-5-fluoropyridin-2-yl)(4-(((5-hydroxy-1,2,3,4-tetrahydronaphthalen-2-yl)(propyl)amino)methyl)piperidin-1-yl)methanone ClC1=C(C=CC(=N1)C(=O)N1CCC(CC1)CN(CCC)C1CC2=CC=CC(=C2CC1)O)F